O1C(OCC1)C1CN(CC1)C1=CC=C2C(=NN(C2=C1)C)C=1C(=NC(=CC1)OCC1=CC=CC=C1)OCC1=CC=CC=C1 6-(3-(1,3-dioxolane-2-yl)pyrrolidine-1-yl)-3-(2,6-bis(benzyloxy)pyridine-3-yl)-1-methyl-1H-indazole